1-(4-((5-(3,5-Dimethylisoxazol-4-yl)-2-methylphenyl)(1-(2-(2,6-dioxopiperidin-3-yl)-1,3-dioxoisoindolin-5-yl)azetidin-3-yl)amino)phenyl)cyclopropane-1-nitrile CC1=NOC(=C1C=1C=CC(=C(C1)N(C1=CC=C(C=C1)C1(CC1)C#N)C1CN(C1)C=1C=C2C(N(C(C2=CC1)=O)C1C(NC(CC1)=O)=O)=O)C)C